Cl.NCC1=C(C(=CC(=C1)N1CCCC1)Cl)SC1=NC=CC=C1CO (2-{[2-(aminomethyl)-6-chloro-4-(pyrrolidin-1-yl)phenyl]sulfanyl}pyridin-3-yl)methanol HCl salt